ClCC(=O)N[C@]1([C@H](CCCC1)O)C=1SC=CC1 2-chloro-N-((1R,2S)-2-hydroxy-1-(2-thienyl)cyclohexyl)acetamide